(triphenylphosphine) phosphate P(=O)(O)(O)O.C1(=CC=CC=C1)P(C1=CC=CC=C1)C1=CC=CC=C1